tert-butyl (S)-2-((S)-4-bromo-5-chloro-6-fluoro-2-phenyl-2,3-dihydrobenzofuran-2-yl)piperidine-1-carboxylate BrC1=C(C(=CC2=C1C[C@](O2)(C2=CC=CC=C2)[C@H]2N(CCCC2)C(=O)OC(C)(C)C)F)Cl